C(=O)(OC(C)(C)C)NC1C[Se][Se]CC1 N-Boc-1,2-diselenan-4-amine